FC1=C(CC2=NC3=C(N2CCOC)C=C(C=C3)C(=O)OC)C=CC(=C1)C1=NC(=CC=C1)O methyl 2-(2-fluoro-4-(6-hydroxypyridin-2-yl) benzyl)-1-(2-methoxyethyl)-1H-benzo[d]imidazole-6-carboxylate